1-(4-n-butyloxynaphthalene-1-yl)tetrahydrothiophene C(CCC)OC1=CC=C(C2=CC=CC=C12)S1CCCC1